Acetaldehyde Phenethyl Propyl Acetal C(CC)OC(C)OCCC1=CC=CC=C1